TRIETHYLAMINE HYDROCHLORIDE Cl.C(C)N(CC)CC